COC1=NC=CC(=C1)NCC(=O)NN 2-(2-Methoxypyridin-4-ylamino)acetohydrazide